7-((2-methyl-4-(3-methylazetidin-1-yl)phenyl)amino)-2H-benzo[b][1,4]oxazin-3(4H)-one CC1=C(C=CC(=C1)N1CC(C1)C)NC=1C=CC2=C(OCC(N2)=O)C1